COC=1C=CC(=NC1)C1CCN(CC1)C(=O)C=1N=C(C2=C(N1)OC(=C2)C)NC2(CC2)C [4-(5-methoxypyridin-2-yl)piperidine-1-carbonyl]-6-methyl-N-(1-methylcyclopropyl)furo[2,3-d]pyrimidin-4-amine